[N+](=O)([O-])C=1CCCCC1 5-nitro-3,4-dihydro-2H-benzene